FC(C1=NC(=NO1)C1=CC=C(C=C1)N1N=CC(=C1)CNC(=O)C1CCC1)(F)F N-((1-(4-(5-(trifluoromethyl)-1,2,4-oxadiazol-3-yl)phenyl)-1H-pyrazol-4-yl)methyl)cyclobutanecarboxamide